CN(C=1C=C(C=NC1)C(CC(=O)O)N1N=CC2=CC(=CC=C12)OCCC1=NC=2NCCCC2C=C1)C 3-(5-(dimethylamino)pyridin-3-yl)-3-(5-(2-(5,6,7,8-tetrahydro-1,8-naphthyridin-2-yl)ethoxy)-1H-indazol-1-yl)propanoic acid